N-(9-azabicyclo[3.3.1]non-3-yl)-N-methyl-6-(2-methylimidazo[1,2-a]pyridine-6-yl)[1,3]thiazolo[4,5-c]pyridin-2-amine C12CC(CC(CCC1)N2)N(C=2SC1=C(C=NC(=C1)C=1C=CC=3N(C1)C=C(N3)C)N2)C